OC1=C(C(=CC(=C1C#N)CCCCC)O)C1C(CCC(=C1)C)C(=C)C 2,6-dihydroxy-5'-methyl-4-pentyl-2'-(prop-1-en-2-yl)-1',2',3',4'-tetrahydro-[1,1'-biphenyl]-3-carbonitrile